ClC=1C=C(C=CC1C=1N(C2=NC=NC(=C2N1)OC1(CC1)C)CC1=NC=CC(=C1)C)N1CCNC(CC1)=O 1-(3-chloro-4-(6-(1-methylcyclopropoxy)-9-((4-methylpyridin-2-yl)methyl)-9H-purin-8-yl)phenyl)-1,4-diazepan-5-one